FC1=CC=C(C=C1)NC(=O)C1=NN(C(C=C1C)=O)C1=CC(=C(C=C1)OC1=CC=NC2=CC(=C(C=C12)OC)OCCCN1CCCCC1)F N-(4-fluorophenyl)-1-(3-fluoro-4-{6-methoxy-7-[3-(1-piperidyl)propoxy]quinolin-4-yloxy}phenyl)-4-methyl-6-oxo-1,6-dihydropyridazine-3-carboxamide